(+)-(1-benzyl-3-dimethylamino-2-methyl-1-phenylpropyl) propionate C(CC)(=O)OC(C(CN(C)C)C)(C1=CC=CC=C1)CC1=CC=CC=C1